C(C)[C@]12OC[C@](CC1)(C2)C(=O)NC2=CC=C(C=C2)[C@H](C)N2C(=NC=C2)C (1S,4S)-1-ethyl-N-(4-((S)-1-(2-methyl-1H-imidazol-1-yl)ethyl)phenyl)-2-oxabicyclo[2.2.1]heptane-4-carboxamide